N(=[N+]=[N-])CCCCC(C(NCCNC(CCCCC1SCC2NC(NC21)=O)=O)=O)NC(OCC2C1=CC=CC=C1C=1C=CC=CC21)=O (9H-fluoren-9-yl)methyl (6-azido-1-oxo-1-((2-(5-(2-oxohexahydro-1H-thieno[3,4-d]imidazol-4-yl)pentanamido)ethyl)amino)hexan-2-yl)carbamate